6-(((2-(4-(1H-pyrazol-1-yl)-piperidine-1-carbonyl)-4-(piperidine-1-carbonyl)-quinolin-6-yl)oxy)methyl)-isobenzofuran-1(3H)-one N1(N=CC=C1)C1CCN(CC1)C(=O)C1=NC2=CC=C(C=C2C(=C1)C(=O)N1CCCCC1)OCC1=CC=C2COC(C2=C1)=O